C(C)(C)(C)OC(NC1C[C@H]2CC[C@@H](C1)N2C2=NC(=C1C(=N2)NN=C1Br)C#N)=O ((1R,3r,5S)-8-(3-bromo-4-cyano-1H-pyrazolo[3,4-d]pyrimidin-6-yl)-8-azabicyclo[3.2.1]oct-3-yl)carbamic acid tert-butyl ester